3-(bromomethyl)-6,6-difluorobicyclo[3.1.0]hexane BrCC1CC2C(C2C1)(F)F